ClC1=CC(=C2C(=N1)C=C(O2)[Si](C)(C)C)N2CCOCC2 5-chloro-7-morpholino-2-(trimethylsilyl)furo[3,2-b]pyridine